(S)-1-(5-((dimethylamino)methyl)-4-fluorothiophen-2-yl)-3-methoxy-N-(6-(5-methyl-6,7-dihydro-5H-pyrrolo[2,1-c][1,2,4]triazol-3-yl)pyridin-2-yl)-1H-pyrazole-4-carboxamide CN(C)CC1=C(C=C(S1)N1N=C(C(=C1)C(=O)NC1=NC(=CC=C1)C=1N2C(=NN1)CC[C@@H]2C)OC)F